N-methyl-glycin CNCC(=O)O